1,4-bis(diphenylphosphanyl)butane cobalt bispivalate C(C(C)(C)C)(=O)[O-].C(C(C)(C)C)(=O)[O-].[Co+2].C1(=CC=CC=C1)P(CCCCP(C1=CC=CC=C1)C1=CC=CC=C1)C1=CC=CC=C1